(S)-5-chloro-4-(3-(2-ethyl-2-methyl-4-(pyridazin-4-yl)piperazin-1-yl)-5-methyl-1-(2-azaspiro[3.3]hept-6-yl)-1H-pyrazol-4-yl)-6-methyl-1H-indazole ClC=1C(=C2C=NNC2=CC1C)C=1C(=NN(C1C)C1CC2(CNC2)C1)N1[C@@](CN(CC1)C1=CN=NC=C1)(C)CC